C1=CC=CC=2C3=CC=CC=C3C(C12)CN(C(O)=O)C(CO)C(CCCC=C)(C(F)(F)F)C(F)(F)F.BrC=1C(=NC=CC1OC(F)(F)F)Cl 3-bromo-2-chloro-4-(trifluoromethoxy)pyridine (9H-fluoren-9-yl)methyl-(1-hydroxy-3,3-bis(trifluoromethyl)oct-7-en-2-yl)carbamate